(R)-9-(1-(4-ethynylphenyl)ethyl)-6-(piperazin-1-yl)-9H-purine C(#C)C1=CC=C(C=C1)[C@@H](C)N1C2=NC=NC(=C2N=C1)N1CCNCC1